C(#CCCCC)C=1N=C(C=2N=CN([C@H]3[C@H](O)[C@H](O)[C@@H](CO)S3)C2N1)N 2-hexynyl-4'-thioadenosine